BrC1=CC=C2C(=NNC(C2=C1)=O)OC(F)(F)F 7-bromo-4-(trifluoromethoxy)phthalazin-1(2H)-one